rel-3-[4-chloro-3-(2-methyl-6-{[(1r,4r)-4-(trifluoro-methyl)cyclohexyl]oxy}pyridin-4-yl)-1H-pyrrolo[3,2-c]pyridin-1-yl]-1lambda6-thietane-1,1-dione ClC1=NC=CC2=C1C(=CN2C2CS(C2)(=O)=O)C2=CC(=NC(=C2)OC2CCC(CC2)C(F)(F)F)C